(S)-3-methyl-1-((R)-5-(pyridin-2-yl)-2,3-dihydro-1H-indene-2-carbonyl)indoline-6-sulfonamide C[C@@H]1CN(C2=CC(=CC=C12)S(=O)(=O)N)C(=O)[C@@H]1CC2=CC=C(C=C2C1)C1=NC=CC=C1